ClC=1C=C(C=CC1)/C=C/C(=O)N1CCN(CC1)C(CC1=C(NC2=CC=CC=C12)C1=CC=CC=C1)=O (E)-3-(3-chlorophenyl)-1-(4-(2-(2-phenyl-1H-indol-3-yl)acetyl)piperazin-1-yl)prop-2-en-1-one